(3,5-di-tert-butyl-4-hydroxy-phenyl)propionic acid stearyl ester C(CCCCCCCCCCCCCCCCC)OC(C(C)C1=CC(=C(C(=C1)C(C)(C)C)O)C(C)(C)C)=O